(S)-2-((7-(4-chlorophenylethoxy)-1-oxo-3,4-dihydroisoquinolin-2(1H)-yl)methyl)-1-((oxetan-2-yl)methyl)-1H-benzo[d]imidazole-6-carboxylic acid methyl ester COC(=O)C=1C=CC2=C(N(C(=N2)CN2C(C3=CC(=CC=C3CC2)OCCC2=CC=C(C=C2)Cl)=O)C[C@H]2OCC2)C1